COC=1C=CC(=NC1)NC1=C2C(=NC(=C1)OC=1C(=CC(=NC1)C#N)C)N(C=N2)C 5-[7-[(5-methoxypyridin-2-yl)amino]-3-methylimidazo[4,5-b]pyridin-5-yl]oxy-4-methylpyridine-2-carbonitrile